N-[4-(2-tert-butoxy-6-chloro-4-pyridyl)-2-pyridyl]-2-methyl-pyrimidin-4-amine C(C)(C)(C)OC1=NC(=CC(=C1)C1=CC(=NC=C1)NC1=NC(=NC=C1)C)Cl